Cl.ClCC[C@@H](C(=O)O)N (S)-4-chloro-2-aminobutyric acid hydrochloride